ethyl N-methyl-N-(1-oxo-4-(o-tolyl)-1,2-dihydroisoquinolin-7-yl)glycinate CN(CC(=O)OCC)C1=CC=C2C(=CNC(C2=C1)=O)C1=C(C=CC=C1)C